(4-(4-(4-((4-(4'-bromo-5'-oxo-5'H-spiro[cyclohexane-1,7'-indolo[1,2-a]quinazolin]-10'-yl)cyclohexyl)methyl)piperazine-1-carbonyl)piperidin-1-yl)-2,6-difluorophenyl)piperidine-2,6-dione BrC=1C=2C(N=C3N(C2C=CC1)C1=CC(=CC=C1C31CCCCC1)C1CCC(CC1)CN1CCN(CC1)C(=O)C1CCN(CC1)C1=CC(=C(C(=C1)F)N1C(CCCC1=O)=O)F)=O